FC(CN([C@H]1CN(CC1)[C@H](C(=O)O)C1=C(C(=CC(=C1)C(C)C)F)OC)CCCCCC1=NC=2NCCCC2C=C1)F (S)-2-((R)-3-((2,2-difluoroethyl)(5-(5,6,7,8-tetrahydro-1,8-naphthyridin-2-yl)pentyl)amino)pyrrolidin-1-yl)-2-(3-fluoro-5-isopropyl-2-methoxyphenyl)acetic acid